C(C)(=O)N1C[C@H](CC1)OC=1C=CC(=C2CCN([C@@H](C12)CN1C(C2=CC=CC=C2C1=O)=O)C(=O)OC(C)(C)C)Br tert-butyl (S)-8-(((S)-1-acetylpyrrolidin-3-yl)oxy)-5-bromo-1-((1,3-dioxoisoindolin-2-yl)methyl)-3,4-dihydroisoquinoline-2(1H)-carboxylate